2,3-dihydrobenzo[d]thiazole S1CNC2=C1C=CC=C2